tert-Butyl 6-(6-amino-3-pyridyl)-3-methyl-3,4-dihydro-2H-pyridine-1-carboxylate NC1=CC=C(C=N1)C1=CCC(CN1C(=O)OC(C)(C)C)C